FC1=C2NC(C(=NC2=CC=C1)C(C)F)=O 5-fluoro-2-(1-fluoroethyl)-3-oxo-4H-quinoxaline